C1(=CC=CC=C1)[C@@H](CC)N1C=NC2=C(C1=O)C1=C(S2)CNCC1 (R)-3-(1-Phenylpropyl)-5,6,7,8-tetrahydropyrido[4',3':4,5]thieno[2,3-d]pyrimidin-4(3H)-one